ClC1=CC(=C(C=C1)[C@@]1(OC2=C(O1)C=CC=C2C=2CCN(CC2)CC2=NC=1C(=NC(=CC1)C(=O)O)N2C[C@H]2OCC2)C)F 2-((4-((S)-2-(4-chloro-2-fluorophenyl)-2-methylbenzo[d][1,3]dioxolan-4-yl)-3,6-dihydropyridin-1(2H)-yl)methyl)-3-(((S)-oxetan-2-yl)methyl)-3H-imidazo[4,5-b]pyridine-5-carboxylic acid